FC(C(=O)O)(F)F.O=C1N(CC2=CC3=C(C=C12)OC[C@H]1N3CCNC1)C1C(NC(CC1)=O)=O 3-((S)-8-oxo-1,2,3,4,4a,5,8,10-octahydro-9H-pyrazino[1',2':4,5][1,4]oxazino[2,3-f]isoindol-9-yl)piperidine-2,6-dione trifluoroacetate salt